BrC1=C(C=CC=C1)N1CCN(CC1)CCN1C(C2=CC=CC=C2C1=O)=O 2-(2-(4-(2-bromophenyl)piperazin-1-yl)ethyl)isoindoline-1,3-dione